C1(=CC=CC=C1)C=1N=C(N=NC1C1=CC=CC=C1)C1=CC=C(C=C1)C=1N=NC(=C(N1)C1=CC=CC=C1)C1=CC=CC=C1 5,6,5',6'-Tetraphenyl-3,3'-(1,4-phenylene)-bis[1,2,4]triazine